ClC1=CN=C(S1)C#C[Si](C)(C)C 2-(5-chlorothiazol-2-yl)ethynyl-trimethylsilane